N-(2-methyl-4-((2-oxo-1,2-dihydroquinolin-3-yl)methyl)benzyl)methanesulfonamide CC1=C(CNS(=O)(=O)C)C=CC(=C1)CC=1C(NC2=CC=CC=C2C1)=O